2-(5-((4-Benzylpiperidin-1-yl)methyl)-4H-1,2,4-triazol-3-yl)-1H-indole C(C1=CC=CC=C1)C1CCN(CC1)CC=1NC(=NN1)C=1NC2=CC=CC=C2C1